(R)-5-(tert-butyl)-N-(1-(2-methyl-4-(4,4,5,5-tetramethyl-1,3,2-dioxaborolan-2-yl)phenyl)ethyl)-1,2,4-oxadiazole-3-carboxamide C(C)(C)(C)C1=NC(=NO1)C(=O)N[C@H](C)C1=C(C=C(C=C1)B1OC(C(O1)(C)C)(C)C)C